N1C=C(C2=CC=CC=C12)CC[C@@H]1N(CCC2=CC(=C(C=C12)OC)OC)C(COC)=O (S)-1-(1-(2-(1H-indol-3-yl)ethyl)-6,7-dimethoxy-3,4-dihydroisoquinoline-2(1H)-yl)-2-methoxyethane-1-one